N-(3-(3-(dimethylamino)-4-(1-oxo-1,2,3,4-tetrahydroisoquinolin-6-yl)-1H-pyrazol-1-yl)phenyl)acrylamide CN(C1=NN(C=C1C=1C=C2CCNC(C2=CC1)=O)C=1C=C(C=CC1)NC(C=C)=O)C